methyl 4-amino-1-[(2R)-6-amino-2-[(2R)-2-[(2R)-2-{[2-aminoethyl(benzyl)carbamoyl]amino}-3-phenylpropionylamino]-4-methylpentanoylamino]hexanoyl]piperidine-4-carboxylate NC1(CCN(CC1)C([C@@H](CCCCN)NC([C@@H](CC(C)C)NC([C@@H](CC1=CC=CC=C1)NC(N(CC1=CC=CC=C1)CCN)=O)=O)=O)=O)C(=O)OC